CC1([C@H]2CC=C([C@@H]1C2)CCO)C 2-[(1R,5S)-6,6-dimethylbicyclo[3.1.1]hept-2-en-2-yl]ethanol